ClC=1C=C(C=CC1F)C(C=1NC(=CN1)S(=O)(=O)C)OC1=C(C=C(C=C1)F)OC 2-((3-chloro-4-fluorophenyl)(4-fluoro-2-methoxyphenoxy)methyl)-5-(methylsulfonyl)-1H-imidazole